N-[2-(6-Chloropyridin-3-yl)-2-hydroxyethyl]carbamic acid tert-butyl ester C(C)(C)(C)OC(NCC(O)C=1C=NC(=CC1)Cl)=O